ClC1=CC2=C([C@@]3(OCC2(C)O)C[C@H](N(CC3)CC(F)(F)F)C=3N=NN(C3)C)S1 1-((2S,4S)-2'-chloro-4'-hydroxy-4'-methyl-2-(1-methyl-1H-1,2,3-triazol-4-yl)-4',5'-dihydrospiro[piperidine-4,7'-thieno[2,3-c]pyran]-1-yl)-2,2,2-trifluoroethan